C(C)(=O)N1CC(C1)OC(=O)NC=1N=CC2=C(C(=C(C=C2C1)C1=CN=C2CCCN(C2=C1C)C(=O)OC(C)(C)C)F)NC(=O)OC(C)(C)C tert-Butyl 7-[3-[(1-acetylazetidin-3-yl)oxycarbonylamino]-8-(tert-butoxycarbonylamino)-7-fluoro-6-isoquinolyl]-8-methyl-3,4-dihydro-2H-1,5-naphthyridine-1-carboxylate